NC1=NC=C(C=C1C1=CC=C(C=C1)NC(=O)C1=CN(C=C(C1=O)C1=CC=C(C=C1)C)CC1CCOCC1)C1=CC(=C(C=C1)OC[C@@H]1OCCOC1)OC N-[4-(2-amino-5-{4-[(2R)-1,4-dioxan-2-ylmethoxy]-3-methoxyphenyl}pyridin-3-yl)phenyl]-5-(4-methylphenyl)-4-oxo-1-(tetrahydro-2H-pyran-4-ylmethyl)-1,4-dihydropyridine-3-carboxamide